tert-butyl (1-(4-(3-(4-(2,6-dimethoxy-4-(2-methyl-1-oxo-1,2-dihydro-2,7-naphthyridin-4-yl)benzyl)piperazin-1-yl)propyl)phenyl)butyl)(methyl)carbamate COC1=C(CN2CCN(CC2)CCCC2=CC=C(C=C2)C(CCC)N(C(OC(C)(C)C)=O)C)C(=CC(=C1)C1=CN(C(C2=CN=CC=C12)=O)C)OC